4-cyclopropyl-1-((2-(trimethylsilyl)ethoxy)methyl)-1H-pyrrolo[2,3-b]pyridine-3-carbonitrile C1(CC1)C1=C2C(=NC=C1)N(C=C2C#N)COCC[Si](C)(C)C